6-(4-bromo-2-fluorophenylamino)-7-fluoro-3-methyl-3H-benzimidazole-5-carboxylic acid BrC1=CC(=C(C=C1)NC=1C(=CC2=C(N=CN2C)C1F)C(=O)O)F